2,4,6-Tris(3,4-difluorophenyl)boroxin FC=1C=C(C=CC1F)B1OB(OB(O1)C1=CC(=C(C=C1)F)F)C1=CC(=C(C=C1)F)F